6-HYDROXYMETHYL-2-PYRIDINECARBOXALDEHYDE OCC1=CC=CC(=N1)C=O